tert-butyl 3-amino-3-[[2-[8-methyl-6-[(2R)-2-phenylpropoxy]-[1,2,4]triazolo[1,5-a]pyridin-2-yl]propylamino]methyl]azetidine-1-carboxylate NC1(CN(C1)C(=O)OC(C)(C)C)CNCC(C)C1=NN2C(C(=CC(=C2)OC[C@H](C)C2=CC=CC=C2)C)=N1